((3-cyanoazetidin-1-yl)sulfonyl)piperidine C(#N)C1CN(C1)S(=O)(=O)N1CCCCC1